1-(4-fluorophenyl)-3-hydroxycyclobutane-1-carbonitrile FC1=CC=C(C=C1)C1(CC(C1)O)C#N